CC(C(=O)[C@](O)(C[N+](C)(C)C)CC([O-])=O)(CC)C 2,2-dimethylbutyryl-L-carnitine